ClC=1C=C(C=CC1Cl)S(=O)(=O)N1C[C@]2(CC3=C(C=C2CC1)N(N=C3)C3=CC=CC=C3)C(=O)OC (R)-methyl 6-((3,4-dichlorophenyl)sulfonyl)-1-phenyl-4,4a,5,6,7,8-hexahydro-1H-pyrazolo[3,4-g]isoquinoline-4a-carboxylate